CN1N=CC=2CN(C3=C(C=CC=C3C21)N)C 1,5-dimethyl-4,5-dihydro-1H-pyrazolo[4,3-c]quinolin-6-amine